2-bromo-N-(3-(4-fluoropiperidin-1-yl)propyl)-6-methoxybenzo[d]imidazo[2,1-b]thiazole-7-carboxamide BrC=1N=C2SC3=C(N2C1)C=C(C(=C3)C(=O)NCCCN3CCC(CC3)F)OC